(5-(2-methoxypyrimidin-4-yl)hexahydropyrrolo[3,4-c]pyrrol-2(1H)-yl)(5-phenyl-4,5-dihydro-1H-pyrazol-1-yl)methanone COC1=NC=CC(=N1)N1CC2C(C1)CN(C2)C(=O)N2N=CCC2C2=CC=CC=C2